FC1=CC=C(C=C1)C1=CC(=NO1)NC1=CC=CC=C1 (5-(4-fluorophenyl)isoxazol-3-yl)aniline